BrC1=CC2=C(N(C=N2)C2CC(C2)(O)C)C(=C1)C(F)(F)F (cis)-3-[5-bromo-7-(trifluoromethyl)-1H-1,3-benzodiazol-1-yl]-1-methylcyclobutan-1-ol